2-(2-(2-methyl-4-(trifluoromethoxy)phenoxy)acetyl)-8-(3-(trifluoromethyl)phenyl)-1,3,4,12a-tetrahydrobenzo[e]pyrazino[1,2-a][1,4]diazepine-6,12(2H,11H)-dione CC1=C(OCC(=O)N2CC3N(C(C4=C(NC3=O)C=CC(=C4)C4=CC(=CC=C4)C(F)(F)F)=O)CC2)C=CC(=C1)OC(F)(F)F